O=C1C=2N(CCN1)C(=C(C2NC2=CC=CC=C2)C2=CC=NC=C2)CC#N 2-(1-oxo-8-(phenylamino)-7-(pyridin-4-yl)-1,2,3,4-tetrahydropyrrolo[1,2-a]pyrazin-6-yl)acetonitrile